N-methoxycarbamic acid methyl ester COC(NOC)=O